CCCCCCC=CCC Dec-7-ene